5-methyl-1,4-hexa-diene CC(=CCC=C)C